(R)-1-(4-(difluoromethoxy)phenyl)-N-(1-methylpiperidin-3-yl)pyrido[3,4-d]pyridazin-4-amine FC(OC1=CC=C(C=C1)C1=C2C(=C(N=N1)N[C@H]1CN(CCC1)C)C=NC=C2)F